S(=O)(=O)(C1=CC=C(C)C=C1)CNC=C1C(CCC1=O)=O 2-(((tosylmethyl)amino)methylene)cyclopentane-1,3-dione